BrC=1C=C(C2=C(N(C(N2C)=O)CC)C1)C 6-bromo-1-ethyl-3,4-dimethyl-1,3-dihydro-2H-benzo[d]imidazole-2-one